P(=O)([O-])([O-])[O-].[Al+3] Aluminium phosphate